NC1=NNC(=C1C(=O)O)CC(=O)O 3-amino-4-carboxy-5-(carboxymethyl)-1H-pyrazole